tert-butyl 3-(4-((3-methyl-4-((1-methyl-1H-benzo[d][1,2,3]triazol-5-yl)oxy)phenyl)amino)pyrido[3,2-d]pyrimidin-6-yl)-3,8-diazabicyclo[3.2.1]octane-8-carboxylate CC=1C=C(C=CC1OC1=CC2=C(N(N=N2)C)C=C1)NC=1C2=C(N=CN1)C=CC(=N2)N2CC1CCC(C2)N1C(=O)OC(C)(C)C